C(C)(=O)OCC(=O)NC1=CC=C(C=C1)N1C(C=C(C2=C1N=C(N=C2)NC2=C(C=CC=C2)OC)C#C[Si](C(C)C)(C(C)C)C(C)C)=O 2-((4-(2-((2-methoxyphenyl)amino)-7-oxo-5-((triisopropylsilyl)ethynyl)pyrido[2,3-d]pyrimidin-8(7H)-yl)phenyl)amino)-2-oxoethyl acetate